COCCCC1=CC=C(C=C1)OC 3-(4-methoxyphenyl)-1-propyl methyl ether